ethyl 2-[4-[6,7-dichloro-3-(1-tetrahydropyran-2-ylpyrazol-4-yl)indol-1-yl]triazol-1-yl]acetate ClC1=CC=C2C(=CN(C2=C1Cl)C=1N=NN(C1)CC(=O)OCC)C=1C=NN(C1)C1OCCCC1